FC1=C2C=NN(C2=CC=C1C(=O)N1CCC(CC1)C1=NC2=C(N1CC1=CC(=CC=C1)F)C=CC=C2)C2=CC(=CC=C2)F (4-fluoro-1-(3-fluorophenyl)-1H-indazol-5-yl)(4-(1-(3-fluorobenzyl)-1H-benzo[d]imidazol-2-yl)piperidin-1-yl)methanone